C1(CCCC1)N1C(=NC=C1)NC=1C=C(C2=C(N=C(N=C2)S(=O)(=O)C)N1)C#C[Si](C(C)C)(C(C)C)C(C)C 1-cyclopentyl-N-{2-methanesulfonyl-5-[2-(triisopropylsilyl)ethynyl]pyrido[2,3-d]pyrimidin-7-yl}imidazol-2-amine